C1(CC1)N(C1=C(C(=NC=N1)NC[C@@H]1[C@H](CN(CC1)C(C(=O)N)C1=CC=NC=C1)O)F)CC1=CC=C(C=C1)C(F)(F)F ((3R,4R)-4-(((6-(cyclopropyl(4-(trifluoromethyl)benzyl)amino)-5-fluoropyrimidin-4-yl)amino)methyl)-3-hydroxypiperidin-1-yl)-2-(pyridin-4-yl)acetamide